FC1(OC=2C(=CC3=C(N=CS3)C2)O1)F 2,2-difluoro-[1,3]dioxolo[4',5':4,5]benzo[1,2-d]thiazol